C(CCC)N1CCO[Sn]2(OCC1)OCCN(CCO2)CCCC 4,12-dibutyl-1,7,9,15-tetraoxa-4,12-diaza-8-stannaspiro[7.7]pentadecane